ClC1=CC=C2C(=CNC2=C1)C=1C=C(SC1)C(C(=O)O)CC=O (4-(6-chloro-1H-indol-3-yl)thiophen-2-yl)-4-oxobutanoic acid